OCNC1=NC(NC=C1)=O HYDROXYMETHYLCYTOSIN